CC1(CC1)CC1=NC=C(C(=N1)OC1=CC=CC=C1)C(=O)NC(C)C=CS(=O)(=O)C 2-((1-methylcyclopropyl)methyl)-N-(4-(methylsulfonyl)but-3-en-2-yl)-4-phenoxypyrimidine-5-carboxamide